Bromous Acid Br(=O)O